C12(OCC3=C(C=CC=C13)CC(=O)O)CCCC2 2-(3'H-spiro[cyclopentane-1,1'-isobenzofuran]-4'-yl)acetic acid